(S)-5-bromo-2-(tetrahydrofuran-3-yl)-2H-indazole-3-carboxylic acid methyl ester COC(=O)C=1N(N=C2C=CC(=CC12)Br)[C@@H]1COCC1